C(C)OC1=CC=C(C=C(C(=O)OC(C)C)C#N)C=C1 isopropyl 4-ethoxy-α-cyanocinnamate